(4-iodo-1H-pyrazol-1-yl)-2-azaspiro[3.3]heptane-2-carboxylic acid tert-butyl ester C(C)(C)(C)OC(=O)N1C(C2(C1)CCC2)N2N=CC(=C2)I